ClC1=CC=C(CNC(C2=CC=NC=C2)=O)C=C1 N-(4-chlorobenzyl)isonicotinamide